4-(4-methoxyphenyl)butan-1-ol COC1=CC=C(C=C1)CCCCO